O=C1N(C2=CC=CC=C2C(N1CCC1=CC=C(C=C1)C(F)(F)F)=O)CC1=CC=C(C(=O)NO)C=C1 4-((2,4-dioxo-3-(4-(trifluoromethyl)phenethyl)-3,4-dihydroquinazolin-1(2H)-yl)methyl)-N-hydroxybenzoamide